tert-butyl 8-(3-(methoxycarbonyl)-4-methylphenyl)-3,8-diazabicyclo[3.2.1]octane-3-benzoate COC(=O)C=1C=C(C=CC1C)N1C2CN(CC1CC2)C2=CC=CC=C2C(=O)OC(C)(C)C